COCCCCNC 4-methoxy-N-methyl-1-butylamine